C(C1=CC=CC=C1)OCC(COCC1=CC=CC=C1)O 1,3-bis(benzyloxy)propan-2-ol